N,N'-bis(2-hydroxyphenyl)oxamide OC1=C(C=CC=C1)NC(=O)C(=O)NC1=C(C=CC=C1)O